ClC=1C(=C(C(=CC1)N1N=NN=C1)C=CC(=O)NC(C(=O)NC1=CC=C(C(=O)O)C=C1)CC1=CC=C(C=C1)NN1CCOCC1)F 4-(2-(3-(3-chloro-2-fluoro-6-(1H-tetrazol-1-yl)phenyl)acrylamido)-3-(4-(morpholin-4-ylamino)phenyl)propanamido)benzoic acid